FC(C=1NC(=NN1)C1=CC2=C(NC=N2)C=C1)(F)F 5-[5-(trifluoromethyl)-4H-1,2,4-triazol-3-yl]-1H-1,3-benzodiazole